trans-4-((3-(1-Cyclopropyl-1H-pyrazol-4-yl)phenyl)((trans-4-(4-methoxy-3-methylphenyl)cyclohexyl)methyl) carbamoyl)cyclohexyl 3-hydroxyazetidine-1-carboxylate OC1CN(C1)C(=O)O[C@@H]1CC[C@H](CC1)C(N(C[C@@H]1CC[C@H](CC1)C1=CC(=C(C=C1)OC)C)C1=CC(=CC=C1)C=1C=NN(C1)C1CC1)=O